C(CCC)OC1=NN2C(C(=N1)N)=NC=C2CC=2C=C1CCN(CC1=CC2)C(C)C 2-butoxy-7-((2-isopropyl-1,2,3,4-tetrahydroisoquinolin-6-yl)methyl)imidazo[2,1-f][1,2,4]triazin-4-amine